4-((4-(4-(4-chloro-2-fluorophenyl)-2-oxopiperazin-1-yl)-2-methyl-1H-imidazol-1-yl)sulfonyl)-N,N-dimethylbenzenesulfonamide ClC1=CC(=C(C=C1)N1CC(N(CC1)C=1N=C(N(C1)S(=O)(=O)C1=CC=C(C=C1)S(=O)(=O)N(C)C)C)=O)F